8-cyclopentyl-2-(1-(4-hexylphenylsulfonyl)piperidin-4-ylamino)-7-oxo-7,8-dihydropyrido[2,3-d]pyrimidine-6-carbonitrile C1(CCCC1)N1C(C(=CC2=C1N=C(N=C2)NC2CCN(CC2)S(=O)(=O)C2=CC=C(C=C2)CCCCCC)C#N)=O